OC1=C(C=CC(=C1)O)C(=O)C1=C(C=C(C=C1)O)O bis(2,4-dihydroxyphenyl) ketone